3-(2-(methoxymethoxy)-2,2-diphenylacetoxy)spiro[bicyclo[3.2.1]octane-8,1'-pyrrolidin]-8-ium trifluoromethanesulfonate FC(S(=O)(=O)[O-])(F)F.COCOC(C(=O)OC1CC2CCC(C1)[N+]21CCCC1)(C1=CC=CC=C1)C1=CC=CC=C1